ClC=1C(=NC2=CC(=C(C=C2N1)F)F)NCC1=CC=C(C=C1)Cl 3-chloro-N-(4-chlorobenzyl)-6,7-difluoroquinoxalin-2-amine